(4-hydroxycinnamoyl)guanidine OC1=CC=C(C=CC(=O)NC(=N)N)C=C1